(R)-1-(2-chloropyridin-3-yl)ethyl (4-(5-hydroxy-4-methylpyrimidin-2-yl)-1-methyl-1H-pyrazol-5-yl)carbamate OC=1C(=NC(=NC1)C=1C=NN(C1NC(O[C@H](C)C=1C(=NC=CC1)Cl)=O)C)C